[Ni]=O.[Co].[Zn] zinc-cobalt-nickel Oxide